N-(5,6-dichloro-9-(1H-pyrazol-4-yl)-2,3-dihydro-1H-pyrrolo[1,2-a]indol-2-yl)acetamide ClC1=C(C=CC=2C(=C3N(C12)CC(C3)NC(C)=O)C=3C=NNC3)Cl